C(C=C)OC1=CC=2C(C3=CC(=CC=C3C2C=C1)OCC=C)=O 2,7-bis(allyloxy)-9-fluorenone